tetrabutoxygermanium C(CCC)O[Ge](OCCCC)(OCCCC)OCCCC